OC1(CC(C1)C(=O)OCC)C1=CC=CC=C1 ethyl 3-hydroxy-3-phenylcyclobutanecarboxylate